hydroxybutyl 2-hexyldecanoate C(CCCCC)C(C(=O)OCCCCO)CCCCCCCC